FC(CC(=O)NCC1=CC(=C(C=C1)C1=NOC(=N1)C(F)(F)F)F)(F)F 3,3,3-trifluoro-N-((3-fluoro-4-[5-(trifluoromethyl)-1,2,4-oxadiazol-3-yl]phenyl)methyl)propanamide